6,7-dihydro-4H-thieno[3,2-c]pyran-2-sulfonimidamide S1C(=CC=2COCCC21)S(=O)(N)=N